(S)-1-((R)-2-(3-chlorobenzyl)piperidin-1-yl)-3-(4-(methylsulfonyl)phenoxy)propan-2-ol ClC=1C=C(C[C@@H]2N(CCCC2)C[C@@H](COC2=CC=C(C=C2)S(=O)(=O)C)O)C=CC1